[Ag+].C(C=C)(=O)OCCCCCCCCCCCCCC(CCCCCCCCCCCC)([Si](Cl)(Cl)Cl)CCCCCCCCCCCCCCl acryloyloxytridecyl-chlorotridecyltridecyltrichlorosilane Silver (i)